2-methyl-N-(1-methylpiperidin-4-yl)-5-((2-(methylsulfonyl)benzyl)oxy)benzofuran-3-carboxamide CC=1OC2=C(C1C(=O)NC1CCN(CC1)C)C=C(C=C2)OCC2=C(C=CC=C2)S(=O)(=O)C